N-(3-(1H-imidazol-1-yl)benzyl)-4-((2-(3-(dimethylamino)phenoxy)ethoxy)methyl)-N-(3-methoxybenzyl)oxazol-2-amine N1(C=NC=C1)C=1C=C(CN(C=2OC=C(N2)COCCOC2=CC(=CC=C2)N(C)C)CC2=CC(=CC=C2)OC)C=CC1